C(CCCCCCCCCCCCCCCCC)NC(CCCCCCCCCCCCCCCCC)=O N-stearyl-stearic acid amide